ClC1=NC=C(C(=C1)C1=C(C=NC(=C1)C)C(=O)NC=1SC2=C(N1)CN(C2)CC2=NC=C(C=C2)C(F)F)OC 2'-Chloro-N-(5-(5-(difluoromethyl)picolinyl)-5,6-dihydro-4H-pyrrolo[3,4-d]thiazol-2-yl)-5'-methoxy-6-methyl-[4,4'-bipyridine]-3-carboxamide